O1C(COC2=NC=CC=C21)COC2=NC(N1C(C3=CC=C(C=C3CC1)C=1C=NC=C(C1)OC)=C2)=O 2-(2,3-Dihydro-[1,4]dioxino[2,3-b]pyridin-2-ylmethoxy)-9-(5-methoxy-pyridin-3-yl)-6,7-dihydro-pyrimido[6,1-a]isoquinolin-4-one